(R)-5-((5-fluoro-2H-spiro[benzofuran-3,1'-cyclopropan]-7-yl)amino)-N-(1-methyl-2-oxopyrrolidin-3-yl)-7-(methylamino)pyrazolo[1,5-a]pyrimidine-3-carboxamide FC=1C=C(C2=C(C1)C1(CC1)CO2)NC2=NC=1N(C(=C2)NC)N=CC1C(=O)N[C@H]1C(N(CC1)C)=O